N-(3-(1-(piperidin-4-ylmethyl)-1H-benzo[d]imidazol-6-yl)-1H-pyrazol-5-yl)-4-((1-methylpiperidin-4-yl)amino)benzamide N1CCC(CC1)CN1C=NC2=C1C=C(C=C2)C2=NNC(=C2)NC(C2=CC=C(C=C2)NC2CCN(CC2)C)=O